CN1N=C2C=CC(=CC2=C1C(=O)NC1(COCC1)C(=O)OC)OCC=1C(=NC=CC1)C(F)(F)F methyl 3-(2-methyl-5-((2-(trifluoromethyl)pyridin-3-yl)methoxy)-2H-indazole-3-carboxamido)tetrahydrofuran-3-carboxylate